(4-prop-2-enoxybutoxycarbonyloxy)naphthalene-2-carboxylic acid C(C=C)OCCCCOC(=O)OC1=C(C=CC2=CC=CC=C12)C(=O)O